dibutyltin bisdiisooctylphthalate C(CCCCC(C)C)C=1C(=C(C(C(=O)[O-])=CC1)C(=O)[O-])CCCCCC(C)C.C(CCCCC(C)C)C=1C(=C(C(C(=O)[O-])=CC1)C(=O)[O-])CCCCCC(C)C.C(CCC)[Sn+4]CCCC